bromo-N2-(pentan-3-yl)pyrazine-2,3-diamine BrC=1N=C(C(=NC1)NC(CC)CC)N